N-methyl-N-(oxan-4-yl)-2-(1-phenyl-1H-pyrazol-4-yl)-1,3-thiazole-4-carboxamide CN(C(=O)C=1N=C(SC1)C=1C=NN(C1)C1=CC=CC=C1)C1CCOCC1